F[C@@H]1CC2=C(C=3CCCC3C(=C2C1)NC(=O)N=S(=O)(N)C=1C=NN2C1OC(C2)C)F N'-(((S)-2,8-difluoro-1,2,3,5,6,7-hexahydro-s-indacen-4-yl)carbamoyl)-2-methyl-2,3-dihydropyrazolo[5,1-b]oxazole-7-sulfonimidamide